(S)-3-((2-(7-(1-acetylpiperidin-4-yl)-1-(cyclopropylmethyl)-1H-indol-2-yl)-1-methyl-5-oxo-1,5,7,8-tetrahydro-6H-imidazo[4,5-g]isoquinolin-6-yl)methyl)morpholine-4-sulfonic acid C(C)(=O)N1CCC(CC1)C=1C=CC=C2C=C(N(C12)CC1CC1)C1=NC=2C(=CC=3CCN(C(C3C2)=O)C[C@@H]2N(CCOC2)S(=O)(=O)O)N1C